S1C=CC(C2=CC=CC=C12)=O 4H-thiachromen-4-one